N-(2-(3,4-difluorophenyl)-1-(5-fluoro-4-(methylamino)-2-oxopyrimidin-1(2H)-yl)-2-oxoethyl)-3-methylbenzamide FC=1C=C(C=CC1F)C(C(N1C(N=C(C(=C1)F)NC)=O)NC(C1=CC(=CC=C1)C)=O)=O